FC=1C=C(C=CC1S(=O)(=O)C)NC1=NC=C(C(=N1)N[C@H](CO)C1=CC=CC=C1)C#N 2-{[3-fluoro-4-(methylsulfonyl)phenyl]amino}-4-{[(1S)-2-hydroxy-1-phenylethyl]amino}pyrimidine-5-carbonitrile